butyl (4-((2S,3S)-4-bromo-5-chloro-6-fluoro-3-methoxy-2-phenyl-2,3-dihydrobenzofuran-2-yl)-4-hydroxybutyl)carbamate BrC1=C(C(=CC2=C1[C@@H]([C@](O2)(C2=CC=CC=C2)C(CCCNC(OCCCC)=O)O)OC)F)Cl